N[C@H]1CN(CCC1)C(=O)C1=NN(C(=C1)C1=CC=C(C#N)C=C1)C1=CC=C(C=C1)N(C)CCN(C)C (R)-4-(3-(3-Aminopiperidin-1-carbonyl)-1-(4-((2-(dimethylamino)ethyl)(methyl)amino)phenyl)-1H-pyrazol-5-yl)benzonitril